O=C[C@H](CN1C(NCCC1)=O)NC(OC(C)(C)C)=O tert-butyl (S)-(1-oxo-3-(2-oxotetrahydropyrimidin-1(2H)-yl)propan-2-yl)carbamate